FC1=C(C=C(C(=C1)F)F)S(=O)(=O)Cl 2,4,5-trifluorobenzenesulfonyl chloride